1-(2-(1-(2-hydroxyethyl)-1H-imidazo[1,2-b]pyrazole-7-carbonyl)-2-azaspiro[3.3]heptan-6-yl)-1-methyl-3-(4-(trifluoromethyl)pyridin-2-yl)urea OCCN1C=CN2N=CC(=C21)C(=O)N2CC1(C2)CC(C1)N(C(=O)NC1=NC=CC(=C1)C(F)(F)F)C